C1=NC=CC2=CC(=CC=C12)\C=C/1\C(NC(N1)=S)=O (5Z)-5-(6-isoquinolylmethylene)-2-thioxo-imidazolidin-4-one